sodium decanol ricinoleate C(CCCCCCC\C=C/C[C@H](O)CCCCCC)(=O)OCCCCCCCCCC.[Na]